Br[C@@H]1[C@@H](C2=CC(=C(C=C2C1)C)C)O |r| rac-(1R,2S)-2-bromo-5,6-dimethyl-2,3-dihydro-1H-inden-1-ol